FC1CCN(CC1)C1=NC(=CC(=C1)C1=NC=2C=CC3=C(C2C=C1)C1=C(S3)CN[C@@H](CN1)C)C=C (R)-3-(2-(4-fluoropiperidin-1-yl)-6-vinylpyridin-4-yl)-10-methyl-9,10,11,12-tetrahydro-8H-[1,4]diazepino[5',6':4,5]thieno[3,2-f]quinolin